ethyl 2-((1S,3S)-3-(tert-butoxycarbonyl (pent-4-ynyloxy) amino)-1-hydroxy-4-methylpentyl)thiazole-4-carboxylate C(C)(C)(C)OC(=O)N([C@@H](C[C@H](O)C=1SC=C(N1)C(=O)OCC)C(C)C)OCCCC#C